ClC1=C(C(=CC=C1)F)C1=NOC(=C1COCC1(CCN(CC1)C1=CC=C(C(=O)O)C=C1)F)C1CC1 4-(4-(((3-(2-chloro-6-fluorophenyl)-5-cyclopropylisoxazol-4-yl)methoxy)methyl)-4-fluoropiperidin-1-yl)benzoic acid